(E)-N'-(4,6-dichloropyridin-2-yl)-N-hydroxyformimidamide ClC1=CC(=NC(=C1)Cl)/N=C/NO